2-(benzyloxy)ethylene C(C1=CC=CC=C1)OC=C